ClC1=CC=C(C=C1)CCC(=O)NC1=CC(=NN1)C1=C(C=NC=C1)OC 3-(4-Chlorophenyl)-N-(3-(3-methoxypyridin-4-yl)-1H-pyrazol-5-yl)propanamide